N-[1-[[2-chloro-5-(1-isopropyl-6-oxo-3-pyridyl)phenyl]methyl]-2-[4-(1H-imidazol-4-yl)anilino]-2-oxo-ethyl]-2-methyl-pyrazole-3-carboxamide ClC1=C(C=C(C=C1)C1=CN(C(C=C1)=O)C(C)C)CC(C(=O)NC1=CC=C(C=C1)C=1N=CNC1)NC(=O)C=1N(N=CC1)C